N,N-di(beta-naphthyl)p-phenylenediamine C1=C(C=CC2=CC=CC=C12)N(C1=CC=C(C=C1)N)C1=CC2=CC=CC=C2C=C1